tert-Butyl (3-(4-formylpyridin-3-yl)prop-2-yn-1-yl)carbamate C(=O)C1=C(C=NC=C1)C#CCNC(OC(C)(C)C)=O